ClCC=1C(=NC=CC1C1CC1)C1CC1 3-(chloromethyl)-2,4-dicyclopropylpyridine